Benzyl N-[(1R)-2-[2-(3-amino-3-oxo-propyl)-2-(2-chloroacetyl)hydrazino]-1-(cyclopentylmethyl)-2-oxo-ethyl]carbamate NC(CCN(NC([C@@H](CC1CCCC1)NC(OCC1=CC=CC=C1)=O)=O)C(CCl)=O)=O